4-[4-[(2,6-dioxo-3-piperidinyl)amino]-2-methyl-phenyl]piperidine-1-carboxylic acid tert-butyl ester C(C)(C)(C)OC(=O)N1CCC(CC1)C1=C(C=C(C=C1)NC1C(NC(CC1)=O)=O)C